FC1=CC=C(CC2(CN(C2)C(=O)OC(C)(C)C)CC#N)C=C1 tert-butyl 3-(4-fluorobenzyl)-3-(cyanomethyl)azetidine-1-carboxylate